6-(1-(difluoromethyl)-1H-pyrazol-4-yl)-4-(6-(3-(4-ethynylphenoxy)pyrrolidin-1-yl)pyridin-3-yl)-2-fluoropyrazolo[1,5-a]pyridine-3-carbonitrile FC(N1N=CC(=C1)C=1C=C(C=2N(C1)N=C(C2C#N)F)C=2C=NC(=CC2)N2CC(CC2)OC2=CC=C(C=C2)C#C)F